(R)-4-(tert-butoxycarbonyl)-6-chloro-3,4-dihydro-2H-benzo[b][1,4]oxazine-2-carboxylic acid C(C)(C)(C)OC(=O)N1C2=C(O[C@H](C1)C(=O)O)C=CC(=C2)Cl